C[C@@H]1N(C[C@@H](C1)OC=1C=C2C(=NC1)N=C(O2)C)C(=O)OC(C)(C)C tert-Butyl (2S,4R)-2-methyl-4-((2-methyloxazolo[4,5-b]pyridin-6-yl)oxy)pyrrolidine-1-carboxylate